C(CCC)NCC1=CC=CC=C1 N-butylbenzylamine